5-((1-(tert-butyl)-3-(3-((4-(tert-butyl)-1H-pyrazol-5-yl)oxy)cyclopentyl)-1H-pyrazol-5-yl)amino)-4-fluoro-2-(4-methoxybenzyl)-2,3-dihydrobenzo[d]isothiazole 1,1-dioxide C(C)(C)(C)N1N=C(C=C1NC=1C=CC2=C(CN(S2(=O)=O)CC2=CC=C(C=C2)OC)C1F)C1CC(CC1)OC1=C(C=NN1)C(C)(C)C